4-(1-hydroxy-2-(methylamino) ethyl)-1,2-phenylenebis(2,3-dimethylbutyrate) OC(CNC)C1=CC(=C(C=C1)C(C(=O)[O-])(C(C)C)C)C(C(=O)[O-])(C(C)C)C